FC(C=1C=C(C=C(C1)C(F)(F)F)[B-](C1=CC(=CC(=C1)C(F)(F)F)C(F)(F)F)(C1=CC(=CC(=C1)C(F)(F)F)C(F)(F)F)C1=CC(=CC(=C1)C(F)(F)F)C(F)(F)F)(F)F.[Na+] Sodium tetrakis(3,5-bis(trifluoromethyl)phenyl)borate